C(C)(C)(C)OC(=O)N1CC(C1)C1=CC=C(CN2C[C@@H](CC2)C(=O)OC)C=C1 methyl (R)-1-(4-(1-(tert-butoxycarbonyl)azetidin-3-yl)benzyl)-pyrrolidine-3-carboxylate